tert-butyl N-[[1-(2-chloro-5-cyano-pyrimidin-4-yl)pyrrolidin-3-yl]methyl]carbamate ClC1=NC=C(C(=N1)N1CC(CC1)CNC(OC(C)(C)C)=O)C#N